O=C1N2C(OC13CC(C3)OCC=3C=NC=CC3C#N)CC[C@H]2C2=NC=CN=C2 3-({[(5'S)-3'-oxo-5'-(pyrazin-2-yl)tetrahydro-3'H-spiro[cyclobutane-1,2'-pyrrolo[2,1-b][1,3]oxazol]-3-yl]oxy}methyl)pyridine-4-carbonitrile